2-(4-{[(3R,5R)-5-fluoropiperidin-3-yl]amino}pyrrolo[1,2-d][1,2,4]triazin-1-yl)-5-(trifluoromethoxy)phenol hydrochloride Cl.F[C@@H]1C[C@H](CNC1)NC1=NN=C(C=2N1C=CC2)C2=C(C=C(C=C2)OC(F)(F)F)O